4-bromodibenzo[b,d]thiophene-d7 BrC1=C(C(=C(C2=C1SC1=C2C(=C(C(=C1[2H])[2H])[2H])[2H])[2H])[2H])[2H]